C1(=CC=CC2=CC=CC=C12)OC(C1=CC=CC=C1)=O (naphthalen-1-yl)benzoate